ClC1=NN=C2NC(C3=CC(=CN3C2=C1)C=1CCN(CC1)C(=O)OC(C)(C)C)=O tert-butyl 4-(12-chloro-7-oxo-2,8,10,11-tetrazatricyclo[7.4.0.02,6]trideca-1(13),3,5,9,11-pentaen-4-yl)-3,6-dihydro-2H-pyridine-1-carboxylate